N-(3-aminobenzyl)methanesulfonamide NC=1C=C(CNS(=O)(=O)C)C=CC1